FC(C1=NN=C(O1)C=1C(=NC(=NC1)NC1=CC(=C(C(=O)NC)C=C1)C)N[C@H](CO)C1=CC=CC=C1)F 4-[[5-[5-(difluoromethyl)-1,3,4-oxadiazol-2-yl]-4-[[(1S)-2-hydroxy-1-phenyl-ethyl]amino]pyrimidin-2-yl]amino]-N,2-dimethyl-benzamide